lanthanum aluminum sulfate nitrate [N+](=O)([O-])[O-].S(=O)(=O)([O-])[O-].[Al+3].[La+3]